CC1=C(C=CC(=C1)C=1C=NC=CC1C)O 2-methyl-4-(4-methylpyridin-3-yl)phenol